C(C)(=O)OC1CC(C1)N1C(=NC2=C1C=CC(=C2)C=2C(=NOC2C)C)[C@H]2N(C(CC2)=O)C2=CC(=C(C=C2)F)F (1S,3r)-3-(2-((S)-1-(3,4-difluorophenyl)-5-oxopyrrolidin-2-yl)-5-(3,5-dimethylisoxazol-4-yl)-1H-benzo[d]imidazol-1-yl)cyclobutyl acetate